C(C)[C@@H](CCOC1=C(C=CC(=C1)C)S(=O)(=O)N1[C@@H](CCC1)C(=O)OC(C)(C)C)CCO |&1:2| tert-Butyl ((2-(((RS)-3-ethyl-5-hydroxypentyl)oxy)-4-methylphenyl)sulfonyl)-L-prolinate